2-(m-cyanoanilino)-1,3,4-trifluoroanthraquinone C(#N)C=1C=C(NC2=C(C=3C(C4=CC=CC=C4C(C3C(=C2F)F)=O)=O)F)C=CC1